C(C1=CC=CC=C1)NC(=S)SC[C@H](N)C(=O)O S-[N-benzyl(thiocarbamoyl)]-L-cysteine